N-(4-methyl-3-((3-(9-(tetrahydro-2H-pyran-2-yl)-9H-purin-6-yl)pyridin-2-yl)amino)phenyl)-2-((S)-3-(trifluoromethyl)pyrrolidin-1-yl)acetamide CC1=C(C=C(C=C1)NC(CN1C[C@H](CC1)C(F)(F)F)=O)NC1=NC=CC=C1C1=C2N=CN(C2=NC=N1)C1OCCCC1